7-oxo-7-(3-phenoxy-phenyl)-heptanoic acid O=C(CCCCCC(=O)O)C1=CC(=CC=C1)OC1=CC=CC=C1